C(CCCCCCC\C=C/C\C=C/CCCCC)(=O)SCCNC(CCNC([C@@H](C(COP(OP(OC[C@@H]1[C@H]([C@H]([C@@H](O1)N1C=NC=2C(N)=NC=NC12)O)OP(=O)(O)O)(=O)O)(=O)O)(C)C)O)=O)=O linoleoyl-coenzyme A